O=C1NC(CCC1N1C(C2=CC=C(C=C2C1)N1CCC2(CC(C2)C(=O)OC(C)(C)C)CC1)=O)=O tert-butyl 7-(2-(2,6-dioxopiperidin-3-yl)-1-oxoisoindolin-5-yl)-7-azaspiro[3.5]nonane-2-carboxylate